pentamethylcyclopentadienyl-(1-sec-butyl-1,5,6,7-tetrahydro-s-indacenyl)hafnium CC1=C(C(=C(C1([Hf]C1(C=CC2=CC=3CCCC3C=C12)C(C)CC)C)C)C)C